Cl.COC(C1=C(C=C(C=C1F)C(C)N)F)=O 4-(1-aminoethyl)-2,6-difluorobenzoic acid methyl ester hydrochloride